NC1C[C@H](CC1=C(F)F)C(=O)O (S)-3-amino-4-(difluoromethylene)cyclopentane-1-carboxylic acid